CC1(OC[C@@H](O1)C(=O)N1CCC(CC1)C=N[S@@](=O)C(C)(C)C)C (S)-N-((1-((R)-2,2-dimethyl-1,3-dioxolane-4-carbonyl)piperidin-4-yl)methylene)-2-methylpropane-2-sulfinamide